C(C)(C)C=1C=NN2C1N=C(N=C2NC2CCN(CC2)C(=O)OCC2(CN(C2)C\C=C\CN(C)C)F)N[C@H](C)C2=CC=NC=C2 (R)-(E)-(1-(4-(dimethylamino)but-2-enyl)-3-fluoroazetidin-3-yl)methyl 4-((8-isopropyl-2-((1-(pyridin-4-yl)ethyl)amino)pyrazolo[1,5-a][1,3,5]triazin-4-yl)amino)piperidine-1-carboxylate